S1N=NC=C1C1=CC(=C2C=NNC2=C1)NCCOCC1CC(C1)NC(OC(C)(C)C)=O tert-butyl (3-((2-((6-(1,2,3-thiadiazol-5-yl)-1H-indazol-4-yl)amino)ethoxy)methyl)cyclobutyl)carbamate